BrC1=CSC=C1 3-bromothiophene